FC1=CC=C(C=C1)CNC(=O)N 1-[(4-fluorophenyl)methyl]urea